6-{[(4-Chlorophenyl)thio]methyl}-1-cyclopentyl-1H-pyrazolo[3,4-d]pyrimidin-4(5H)-one ClC1=CC=C(C=C1)SCC=1NC(C2=C(N1)N(N=C2)C2CCCC2)=O